N=1C=NN2C1C=CC(=C2)C2=CNC=1N=C(N=CC12)C=1C=C2C=CC=NC2=CC1 6-(5-([1,2,4]triazolo[1,5-a]pyridin-6-yl)-7H-pyrrolo[2,3-d]pyrimidin-2-yl)quinoline